CN(C=1C=C(OC2=CC=CC(=N2)S(=O)(=O)NC(=O)C=2C(=NC=CC2)N2C(CC(C2)C)(C)C)C=CC1)C N-[[6-[3-(Dimethylamino)phenoxy]-2-pyridyl]sulfonyl]-2-(2,2,4-trimethylpyrrolidin-1-yl)pyridin-3-carboxamid